titanium isopentanol C(CC(C)C)O.[Ti]